N-[2-(dimethylamino)-2-oxoethyl]-3-({1-[({2-[methyl(methylsulfonyl)amino]pyridin-3-yl}methyl)amino]-5-(trifluoromethyl)pyrimidin-2-yl}amino)benzamide CN(C(CNC(C1=CC(=CC=C1)NC1N(C=C(C=N1)C(F)(F)F)NCC=1C(=NC=CC1)N(S(=O)(=O)C)C)=O)=O)C